CNCC=1C=C(C=2N(C1CO)C=CN2)C2=CC=C(C=C2)OC(F)(F)F [6-(methylaminomethyl)-8-[4-(trifluoromethoxy)phenyl]imidazo[1,2-a]pyridin-5-yl]methanol